(ethyl-(3-methoxy-3-oxopropyl)amino)thiazole-5-carboxylic acid 4-carbamimidoyl-2-fluorophenyl ester C(N)(=N)C1=CC(=C(C=C1)OC(=O)C1=CN=C(S1)N(CCC(=O)OC)CC)F